FC1=C(C(=C(C2=C(C(=C(C(=C12)F)F)F)F)F)F)[B-](C1=C(C2=C(C(=C(C(=C2C(=C1F)F)F)F)F)F)F)(C1=C(C2=C(C(=C(C(=C2C(=C1F)F)F)F)F)F)F)C1=C(C2=C(C(=C(C(=C2C(=C1F)F)F)F)F)F)F.C(C)[Si+](CC)CC Triethylsilylium tetrakis(perfluoronaphthalen-2-yl)borate